[O-]P([O-])(=O)OP(=O)([O-])[O-].[Na+].[Na+].[Na+].[Na+].C(C1=CC=CC=C1)C1CCN(CC1)C(CCC=1C(=NN(C1C)C=1C=CC=2N(N1)C(=NN2)C)C)=S 1-(4-benzylpiperidin-1-yl)-3-(3,5-dimethyl-1-(3-methyl-[1,2,4]triazolo[4,3-b]pyridazin-6-yl)-1H-pyrazol-4-yl)propane-1-thione Tetrasodium pyrophosphate